tert-butyl (4S)-2-(2-chloroacetyl)-4-methoxypyrrolidine-1-carboxylate ClCC(=O)C1N(C[C@H](C1)OC)C(=O)OC(C)(C)C